ClC1=C(C=CC=C1Cl)N1[C@@H](CN(CC1)CC[C@@H]1CC[C@H](CC1)NC1=NC=C(C=N1)F)C N-(trans-4-(2-((R)-4-(2,3-dichlorophenyl)-3-methylpiperazin-1-yl)ethyl)cyclohexyl)-5-fluoropyrimidine-2-amine